FC(C(=O)O)(F)F.C12N(CCNC2CC1)C=1C(C=2C(=NC=C(N2)Br)NC1CC)=O rac-7-(2,5-diazabicyclo[4.2.0]octan-2-yl)-2-bromo-6-ethylpyrido[2,3-b]pyrazin-8(5H)-one trifluoroacetate